FC1=C(C=CC(=C1)C)C1CCN(CC1)C(=O)NC1=C(C=CC=C1)N1CCN(CC1)C(C)C 4-(2-fluoro-4-methylphenyl)-N-{2-[4-(propan-2-yl)piperazin-1-yl]phenyl}piperidine-1-carboxamide